6-chloro-3-[(3-cyclopropylisoxazol-5-yl)-hydroxy-methylene]-5-[4-(2-hydroxy-3-methoxy-phenyl)phenyl]indolin-2-one ClC1=C(C=C2C(C(NC2=C1)=O)=C(O)C1=CC(=NO1)C1CC1)C1=CC=C(C=C1)C1=C(C(=CC=C1)OC)O